O[C@@H](C)C=1N(C=CN1)CC=1N=C(OC1)C1=CC=C(C=C1)C#CC1=CC=C(CN2CCC(CC2)C(=O)OC)C=C1 Methyl (S)-1-(4-((4-(4-((2-(1-hydroxy ethyl)-1H-imidazol-1-yl)methyl) oxazol-2-yl)phenyl)ethynyl) benzyl)piperidin-4-carboxylate